(S)-4-benzyl-3-(chloromethyl)-1,4-oxazepane C(C1=CC=CC=C1)N1[C@@H](COCCC1)CCl